(S)-4-((2-((5-methylpyrazin-2-yl)oxy)ethyl)(4-(5,6,7,8-tetrahydro-1,8-naphthyridin-2-yl)butyl)amino)-2-(2-phenylacetamido)butanoic acid CC=1N=CC(=NC1)OCCN(CC[C@@H](C(=O)O)NC(CC1=CC=CC=C1)=O)CCCCC1=NC=2NCCCC2C=C1